N-tert-butylpyridine-3-sulfonamide C(C)(C)(C)NS(=O)(=O)C=1C=NC=CC1